ClC1=C(N=C(NC1=O)C1=CC(=NC=C1)F)N1[C@H](CCC1)C 5-chloro-2-(2-fluoro-4-pyridinyl)-4-[(2S)-2-methylpyrrolidin-1-yl]-1H-pyrimidin-6-one